ClC1=CC(=C(CC2CN(C[C@@H](O2)C)C(=O)OC(C)(C)C)C(=C1)C)I tert-butyl (6S)-2-(4-chloro-2-iodo-6-methylbenzyl)-6-methylmorpholine-4-carboxylate